N1=CC(=CC=C1)C(C(=O)[O-])C 2-(pyridin-3-yl)propanoate